C(C(O)CC(=O)[O-])(=O)[O-].CC1=NC=C(C=C1[C@H]1[NH+](CCC1)C)C.CC1=NC=C(C=C1[C@H]1[NH+](CCC1)C)C (2S)-2-(2,5-dimethylpyridin-3-yl)-1-methylpyrrolidin-1-ium malate